Methansulfonic phenylester C1(=CC=CC=C1)OS(=O)(=O)C